NC1=NC(=NC=C1)C=1C=NN(C1O[C@H](CCNC1=CC(=NC=C1C(=O)OC)Cl)C)C methyl (S)-4-((3-((4-(4-aminopyrimidin-2-yl)-1-methyl-1H-pyrazol-5-yl)oxy)butyl)amino)-6-chloronicotinate